C(#N)C1=CC=C(OC2CCC(CC2)NC(C(=O)NC2=CNC3=CC(=C(C=C23)F)F)=O)C=C1 N'-[4-(4-cyanophenoxy)cyclohexyl]-N-(5,6-difluoro-1H-indol-3-yl)ethanediamide